BrC1=NC=C(C=C1)N1N=CN=C1C 2-bromo-5-(5-methyl-1H-1,2,4-triazol-1-yl)pyridine